(6-chloro-2-(2-methylpyridin-4-yl)-1H-pyrrolo[3,2-c]pyridin-1-yl)methanol ClC1=CC2=C(C=N1)C=C(N2CO)C2=CC(=NC=C2)C